ClC1=CC=C(C=C1)[C@@]1(N(C(C2=CC(=CC(=C12)F)C(CN1CCN(CC1)C)(CC)O)=O)CC1=NC=C(C=N1)Cl)OCCO (3R)-3-(4-chlorophenyl)-2-[(5-chloropyrimidin-2-yl)methyl]-4-fluoro-6-[2-hydroxy-1-(4-methylpiperazin-1-yl)but-2-yl]-3-(2-hydroxyethoxy)-2,3-dihydro-1H-isoindol-1-one